FC1=C(CO[C@@H]2C[C@H](C2)C(=O)O)C=CC=C1F trans-3-[(2,3-difluorobenzyl)oxy]cyclobutane-1-carboxylic acid